1-(4-fluorophenyl)-3,5-dimethoxy-1H-benzo[g]indazole FC1=CC=C(C=C1)N1N=C(C2=CC(=C3C(=C12)C=CC=C3)OC)OC